(R)-8-acetyl-4-((1-(3-(difluoromethyl)-2-fluorophenyl)ethyl)amino)-2-methyl-6-(1-methylcyclopropyl)pyrido[4,3-d]pyrimidin-7(6H)-one C(C)(=O)C=1C(N(C=C2C1N=C(N=C2N[C@H](C)C2=C(C(=CC=C2)C(F)F)F)C)C2(CC2)C)=O